C1(=CC=C(C2=CC=CC=C12)C(=O)OC1=CC=CC=C1)C(=O)OC1=CC=CC=C1 diphenyl 1,4-naphthalenedicarboxylate